1'-(1-Methyl-1H-pyrazol-5-yl)-6'-(trifluoromethyl)spiro[cyclopropane-1,3'-indolin]-2'-one CN1N=CC=C1N1C(C2(C3=CC=C(C=C13)C(F)(F)F)CC2)=O